FC=1C(=C2C(=NC1)NN=C2)C=2C(=NN1C2CC[C@@](C1)(COC)F)C1=NC=C(C=C1)F (R)-5-Fluoro-4-[6-fluoro-2-(5-fluoro-2-pyridyl)-6-(methoxymethyl)-5,7-dihydro-4H-pyrazolo[1,5-a]pyridin-3-yl]-1H-pyrazolo[3,4-b]pyridine